C1(CCC1)NC1=NN2C(C=N1)=C(C=C2)C=2C=C1C(=NC2)N=C(N1CC(F)F)C N-cyclobutyl-5-(1-(2,2-difluoroethyl)-2-methyl-1H-imidazo[4,5-b]pyridin-6-yl)pyrrolo[2,1-f][1,2,4]triazin-2-amine